Cl.Cl.FC=1C=C(C=NC1)[C@H](CNC(C[C@@H]1C(NCC1)=O)(C)C)O (R)-3-(2-(((R)-2-(5-Fluoropyridin-3-yl)-2-hydroxyethyl)amino)-2-methylpropyl)pyrrolidin-2-one dihydrochloride